3,4-diaminobenzenesulfonic acid NC=1C=C(C=CC1N)S(=O)(=O)O